FC1=C(C=C(C=C1)[N+](=O)[O-])CC(=O)NC 2-(2-fluoro-5-nitrophenyl)-N-methylacetamide